stearoyl-sarcosinic acid C(CCCCCCCCCCCCCCCCC)(=O)N(C)CC(=O)O